[1,3]-dioxane-4,6-dione O1COC(CC1=O)=O